C(C)C(C(=O)[O-])CCCC.[Sn+2].C(=O)(OC(C)(C)C)N(O)C(=O)OC(C)(C)C.C(C)C(C(=O)[O-])CCCC bis-Bochydroxylamine Tin(II) 2-ethylhexanoate